(3R,4R,5S)-4-acetylamino-5-((4-fluoro-[1,1'-biphenyl]-3-yl)methyl)amino-3-(pentan-3-oxy)cyclohex-1-ene-1-carboxylic acid C(C)(=O)N[C@H]1[C@@H](C=C(C[C@@H]1NCC=1C=C(C=CC1F)C1=CC=CC=C1)C(=O)O)OC(CC)CC